4-methanesulfinyl-phenylboronic acid CS(=O)C1=CC=C(C=C1)B(O)O